(4-bromopentyl)-4-methoxybenzenesulfonamide BrC(CCCC1=C(C=CC(=C1)OC)S(=O)(=O)N)C